3-methylmethoxypropionate CCOCCC(=O)[O-]